BrC1=CC=C(C=C1)N=NC1=CC=C(C=C1)O 4-bromo-4'-hydroxyazobenzene